N-Phenyl-3-carbazoleboronic acid C1(=CC=CC=C1)N1C2=CC=CC=C2C=2C=C(C=CC12)B(O)O